Cl.ClC1=CC2=C(C=N1)C(=NN2)N2C1CNC(C2)CC1 2-(6-chloro-1H-pyrazolo[4,3-c]pyridin-3-yl)-2,5-diazabicyclo[2.2.2]octane hydrochloride